OCC(CC1=NC=CC=C1)NC(O)=O.C(C=C)(=O)OCO[Si](OC)(OC)CCC acryloyloxy-propyl-trimethoxysilane [1-(hydroxymethyl)-2-(2-pyridyl)ethyl]carbamate